(2S,3S,4R)-2-amino-1-(β-galactopyranosyloxy)octadecan-3,4-diol N[C@@H](CO[C@H]1[C@H](O)[C@@H](O)[C@@H](O)[C@H](O1)CO)[C@@H]([C@@H](CCCCCCCCCCCCCC)O)O